1-(3-bromophenyl)-4-formyl-2,5-dimethyl-pyrrole-3-carboxylic acid ethyl ester C(C)OC(=O)C1=C(N(C(=C1C=O)C)C1=CC(=CC=C1)Br)C